C(OC)(OCCC(F)F)=O methyl difluoropropyl carbonate